8-((2S,5R)-2,5-dimethyl-4-(1-(quinoxalin-6-yl)ethyl)piperazin-1-yl)-5-methyl-2-((methylsulfinyl)methyl)imidazo[1,2-b]pyridazin-6(5H)-one C[C@@H]1N(C[C@H](N(C1)C(C)C=1C=C2N=CC=NC2=CC1)C)C=1C=2N(N(C(C1)=O)C)C=C(N2)CS(=O)C